1-(tert-butyl) 4-(4-chloro-2-((2-chloro-4-nitrophenyl)carbamoyl)phenyl) piperazine-1,4-dicarboxylate N1(CCN(CC1)C(=O)OC1=C(C=C(C=C1)Cl)C(NC1=C(C=C(C=C1)[N+](=O)[O-])Cl)=O)C(=O)OC(C)(C)C